C(C)(C)(C)C=1C=C(C=C(C1O)C(C)(C)C)C(CCCC)(C(=O)OC1CC(NC(C1)(C)C)(C)C)C(=O)OC1CC(NC(C1)(C)C)(C)C 1-(3,5-di-t-butyl-4-hydroxyphenyl)-1,1-bis(2,2,6,6-tetramethyl-4-piperidyloxycarbonyl)pentane